2-(3-methyl-3-(1H-pyrazol-3-yl)-2,3-dihydrobenzofuran-7-yl)acetonitrile CC1(COC2=C1C=CC=C2CC#N)C2=NNC=C2